C(C1CO1)C1=C(C=CC2=CC=CC=C12)CC1CO1 1,2-diglycidylnaphthalene